ClC=1C(=NC(=NC1)N1C[C@H](CCC1)N(C)C)NC1=CC=2C3=C(C(N(C2C=C1)C)=O)OCC([C@@H](N3)C3CC3)(F)F (S)-10-((5-Chloro-2-((S)-3-(dimethylamino)piperidin-1-yl)pyrimidin-4-yl)amino)-2-cyclopropyl-3,3-difluoro-7-methyl-1,2,3,4-tetrahydro-[1,4]oxazepino[2,3-c]chinolin-6(7H)-on